7-chloro-8-fluoro-5-methoxy-2-(((4aS,7aR)-1-methyloctahydro-4aH-cyclopenta[b]pyridin-4a-yl)methoxy)-4-(2,2,2-trifluoroethoxy)pyrido[4,3-d]pyrimidine ClC1=C(C=2N=C(N=C(C2C(=N1)OC)OCC(F)(F)F)OC[C@]12[C@H](N(CCC1)C)CCC2)F